P(=O)([O-])([O-])[O-].[Mg+2].P(=O)([O-])([O-])[O-].[Mg+2].[Mg+2] Magnesium phosphat